(R)-5-(1-(3-(1H-pyrazol-1-yl)propanoyl)piperidin-3-yl)-7-(2-chloro-4-(piperazin-1-yl)phenyl)-4-fluoro-N,N-dimethylbenzofuran-2-carboxamide N1(N=CC=C1)CCC(=O)N1C[C@H](CCC1)C=1C=C(C2=C(C=C(O2)C(=O)N(C)C)C1F)C1=C(C=C(C=C1)N1CCNCC1)Cl